5-oxa-2-azaspiro[3.4]octane hydrochloride Cl.C1NCC12OCCC2